CN1C(=NC2=C1C=CC=C2)C2=CC=C(C=C2)NC(=O)C2CCCCC2 N-(4-(1-methyl-1H-benzo[d]imidazol-2-yl)phenyl)cyclohexanecarboxamide